3H-spiro-{isobenzofuran-1,9'-xanthen}-3-one C1=CC=CC=2OC3=CC=CC=C3C3(C12)OC(C1=CC=CC=C13)=O